C(C)(C)(C)C=1C=C(C=C(C1O)C(C)(C)C)C(CCCC)(C(=O)OC1CC(NC(C1)(C)C)(C)C)C(=O)OC1CC(NC(C1)(C)C)(C)C 1-(3,5-di-tert-butyl-4-hydroxyphenyl)-1,1-bis(2,2,6,6-tetramethyl-4-piperidinyloxycarbonyl)pentane